(diethylamino)hafnium C(C)N(CC)[Hf]